NS(=O)(=O)C1=C(N=C(S1)N(C(CC1=CC=C(C=C1)C1=NC=CC=C1)=O)C)C N-[5-(aminosulfonyl)-4-methyl-1,3-thiazol-2-yl]-N-methyl-2-[4-(2-pyridyl)-phenyl]-acetamide